C(C1=CC=CC=C1)OC1=CC=C(C=C1)C=1N(C=C(N1)C)C 2-(4-(benzyloxy)phenyl)-1,4-dimethyl-1H-imidazole